2-[2-(5,6-Difluoroindol-1-yl)ethyl-methyl-amino]ethanol FC=1C=C2C=CN(C2=CC1F)CCN(CCO)C